tert-butyl 5-(1-(tert-butoxycarbonyl)piperidin-4-yl)-3-isopropyl-2-(4,4,5,5-tetramethyl-1,3,2-dioxaborolan-2-yl)-1H-pyrrolo[2,3-c]pyridine-1-carboxylate C(C)(C)(C)OC(=O)N1CCC(CC1)C=1C=C2C(=CN1)N(C(=C2C(C)C)B2OC(C(O2)(C)C)(C)C)C(=O)OC(C)(C)C